benzyl 4-(2-(4-(2-(2,6-dioxopiperidin-3-yl)-1,3-dioxoisoindolin-5-yl) piperazin-1-yl)ethyl)piperidine-1-carboxylate O=C1NC(CCC1N1C(C2=CC=C(C=C2C1=O)N1CCN(CC1)CCC1CCN(CC1)C(=O)OCC1=CC=CC=C1)=O)=O